CC1(C(CCC1=O)=O)CC1=C(C=CC=C1)Br 2-methyl-2-(2-bromobenzyl)-1,3-cyclopentanedione